NC1=CC(=NN1C1=C(C=CC=C1)CC)C 5-amino-1-(2-ethylphenyl)-3-methylpyrazole